4-fluoro-N-(4-oxo-3,5,6,7-tetrahydro-4H-cyclopenta[4,5]thieno[2,3-d]pyrimidin-2-yl)benzamide FC1=CC=C(C(=O)NC=2NC(C3=C(N2)SC2=C3CCC2)=O)C=C1